(S)-(2-(Benzyloxy)-4-(difluoromethyl)-6-hydroxyphenyl)(6-(2-(dimethylamino)ethoxy)-4-((tetrahydrofuran-3-yl)amino)isoindolin-2-yl)methanone C(C1=CC=CC=C1)OC1=C(C(=CC(=C1)C(F)F)O)C(=O)N1CC2=CC(=CC(=C2C1)N[C@@H]1COCC1)OCCN(C)C